2-Amino-9,9'-spirobifluoren NC1=CC=2C3(C4=CC=CC=C4C2C=C1)C1=CC=CC=C1C=1C=CC=CC13